C(#N)C=1C(=NC(=NC1)NC1=C(C=C(C=C1)N1CCC(CC1)N1CCC(CC1)F)NC(C=C)=O)NC1=C(C=CC=C1)OC(C)C N-(2-((5-cyano-4-((2-isopropoxyphenyl)amino)pyrimidin-2-yl)amino)-5-(4-fluoro-[1,4'-bipiperidin]-1'-yl)phenyl)acrylamide